Dibutyl 9,9'-((4-(2-(4-(2-((3-(bis(7-butoxy-2-hydroxy-7-oxoheptyl)amino)propyl)disulfaneyl)ethyl)piperazin-1-yl)ethoxy)-4-oxobutyl)azanediyl)bis(8-hydroxynonanoate) C(CCC)OC(CCCCC(CN(CCCSSCCN1CCN(CC1)CCOC(CCCN(CC(CCCCCCC(=O)OCCCC)O)CC(CCCCCCC(=O)OCCCC)O)=O)CC(CCCCC(OCCCC)=O)O)O)=O